6,7-dimethyl-4-oxo-4H-chromene-2-carboxylic acid CC=1C=C2C(C=C(OC2=CC1C)C(=O)O)=O